decamethylene-bis-(trimethylammonium) C[N+](CCCCCCCCCC[N+](C)(C)C)(C)C